2-((1R,5S,6S)-3-(7,7-difluoro-2-((R or S)-2-(trifluoromethyl)azetidin-1-yl)-6,7-dihydro-5H-cyclopenta[d]pyrimidin-4-yl)-3-azabicyclo[3.1.1]heptane-6-yl)acetic acid FC1(CCC2=C1N=C(N=C2N2C[C@H]1C([C@@H](C2)C1)CC(=O)O)N1[C@H](CC1)C(F)(F)F)F |o1:22|